1-methyl-4-[4-(4,4,5,5-tetramethyl-1,3,2-dioxaborolan-2-yl)pyrazol-1-yl]piperidine CN1CCC(CC1)N1N=CC(=C1)B1OC(C(O1)(C)C)(C)C